O=C1CCC2(CN(C2)C2=CC=CC(=N2)CN2N=NC(=C2)C2=C3C(=NC(=C2)C=2C(=C(C#N)C=CC2)C)NC=N3)CC1 3-(7-(1-((6-(7-oxo-2-azaspiro[3.5]nonan-2-yl)pyridin-2-yl)methyl)-1H-1,2,3-triazol-4-yl)-3H-imidazo[4,5-b]pyridin-5-yl)-2-methylbenzonitrile